NC1(CN(CCC1O)C(=O)OC(C)(C)C)CCC1=CC(=CC=C1)C(F)(F)F tert-butyl 3-amino-4-hydroxy-3-[2-[3-(trifluoromethyl)phenyl]-ethyl]piperidine-1-carboxylate